2-allyl-2-(((2R,3S,4R,5R)-5-(6-amino-2-chloro-9H-purin-9-yl)-3-ethynyl-3,4-dihydroxytetrahydrofuran-2-yl)methoxy)malonic acid C(C=C)C(C(=O)O)(C(=O)O)OC[C@H]1O[C@H]([C@@H]([C@@]1(O)C#C)O)N1C2=NC(=NC(=C2N=C1)N)Cl